3-oxodiazole O=C1N=NC=C1